N,N'-di(naphthalene-1-yl)-N,N'-di(4-methylphenyl)benzidine C1(=CC=CC2=CC=CC=C12)N(C1=CC=C(C=C1)C1=CC=C(N(C2=CC=C(C=C2)C)C2=CC=CC3=CC=CC=C23)C=C1)C1=CC=C(C=C1)C